1-(4-(5-chloro-2-(5-(2,6-difluorophenyl)-4,5-dihydroisoxazol-3-yl)thiazol-4-yl)piperidin-1-yl)-2-((3-(trifluoromethyl)pyrazin-2-yl)oxy)ethan-1-one ClC1=C(N=C(S1)C1=NOC(C1)C1=C(C=CC=C1F)F)C1CCN(CC1)C(COC1=NC=CN=C1C(F)(F)F)=O